tert-butyl 6-[3-[(7-chloro-2-hydrazino-quinazolin-4-yl)-methyl-amino] phenyl]-2,6-diazaspiro[3.3]heptane-2-carboxylate ClC1=CC=C2C(=NC(=NC2=C1)NN)N(C=1C=C(C=CC1)N1CC2(CN(C2)C(=O)OC(C)(C)C)C1)C